3-hydroxy-4-iodobenzonitrile OC=1C=C(C#N)C=CC1I